2-[3-(2-(ethoxycarbonylamino)-ethyl)-1H-indol-2-yl]-acetic acid isopropyl ester C(C)(C)OC(CC=1NC2=CC=CC=C2C1CCNC(=O)OCC)=O